ClC/1=C(CCC\C1=C/O)C=O (3E)-2-chloro-3-(hydroxymethylene)cyclohexene-1-carbaldehyde